(3S)-8-(3-(3,4-dihydro-1,5-naphthyridin-1(2H)-yl)-1H-pyrazolo[3,4-b]pyrazin-6-yl)-3-methyl-2-oxa-8-azaspiro[4.5]decan-4-ol N1(CCCC2=NC=CC=C12)C1=NNC2=NC(=CN=C21)N2CCC1(C([C@@H](OC1)C)O)CC2